N1(CCCC1)C=1C=C(C=NC1)C1=NC(=CC=C1)C(=O)N 5'-(pyrrolidin-1-yl)-[2,3'-bipyridine]-6-carboxamide